C(CCC)NC=1C2=C(N=C(N1)N)C=NN2CC2=C(C=CC(=C2)CN2CC(C2)OC)OC N7-butyl-1-({2-methoxy-5-[(3-methoxyazetidin-1-yl)methyl]phenyl}methyl)-1H-pyrazolo[4,3-d]pyrimidine-5,7-diamine